((4-(((3s,5s,7s)-adamantan-1-yl)amino)-2-chloropyrimidin-5-yl)methyl)(2,6-dimethylphenyl)carbamoyl chloride C12(CC3CC(CC(C1)C3)C2)NC2=NC(=NC=C2CN(C(=O)Cl)C2=C(C=CC=C2C)C)Cl